BrC=1C2=C(C=NC1NC1CCC(CC1)N1[C@H]3CC(C[C@@H]1CC3)F)N=C(N2CC(F)(F)F)C#N 7-bromo-6-(((1S,4s)-4-((1R,3S,5S)-3-fluoro-8-azabicyclo[3.2.1]octan-8-yl)cyclohexyl)amino)-1-(2,2,2-trifluoroethyl)-1H-imidazo[4,5-c]pyridine-2-carbonitrile